ClS(=O)(=O)N(C(=O)N)C1CCCCC1 chlorosulfonyl-cyclohexyl-urea